3-[(3-chloro-2-methoxyphenyl)amino]-2-(3-{2-[(2R,5R)-5-methyl-1-(prop-2-enoyl)pyrrolidin-2-yl]ethynyl}pyridin-4-yl)-1H,5H,6H,7H-pyrrolo[3,2-c]pyridin-4-one ClC=1C(=C(C=CC1)NC1=C(NC2=C1C(NCC2)=O)C2=C(C=NC=C2)C#C[C@@H]2N([C@@H](CC2)C)C(C=C)=O)OC